N-(3-(1H-Imidazol-1-yl)propyl)-2-(5-(4-chlorophenyl)thiophen-2-yl)acetamid N1(C=NC=C1)CCCNC(CC=1SC(=CC1)C1=CC=C(C=C1)Cl)=O